(1R,3R,4R)-N-((S)-1-cyano-2-((R)-2-oxopyrrolidin-3-yl)ethyl)-2-((S)-3-cyclobutyl-2-(2,2,2-trifluoroacetamido)propanoyl)-5,5-difluoro-2-azabicyclo[2.2.2]octane-3-carboxamide C(#N)[C@H](C[C@@H]1C(NCC1)=O)NC(=O)[C@@H]1N([C@H]2CC([C@@H]1CC2)(F)F)C([C@H](CC2CCC2)NC(C(F)(F)F)=O)=O